C(CCC)C1=CC=NC=C1 p-butyl-pyridine